ClCC1=CC=C(C=C1)N1C(=NC=2C1=NC(=CC2)N2N=C(N=C2)C)C=2C(=NC=CC2)N 3-(3-(4-(Chloromethyl)phenyl)-5-(3-methyl-1H-1,2,4-triazol-1-yl)-3H-imidazo[4,5-b]pyridin-2-yl)pyridin-2-amine